NC=1C(=NC(=CC1)Br)C(=O)NC1=CC(=CC=C1)C#CC(C)(C)O 3-amino-6-bromo-N-(3-(3-hydroxy-3-methylbut-1-yn-1-yl)phenyl)pyridinecarboxamide